C\C=C\C(CCCC)O (E)-oct-2-en-4-ol